(R)-N-(4-(pentafluoro-lambda6-sulfanyl)benzyl)-5,6,7,8-tetrahydroquinolin-8-amine FS(C1=CC=C(CN[C@@H]2CCCC=3C=CC=NC23)C=C1)(F)(F)(F)F